N1=CC=CC2=C(C=CC=C12)C=1C(=NC(=CC1)N)N 3-quinolin-5-yl-pyridine-2,6-diamine